P(=O)(O)(F)F.S(SN=C=O)N=C=O dithioisocyanate difluorophosphate